[Li+].[Li+].[Li+].[Li+].C1=NC2=C(N1[C@H]3[C@@H]([C@@H]([C@H](O3)COP(=O)([O-])OP(=O)([O-])OP(=S)([O-])[O-])O)O)N=C(NC2=O)N Guanosine 5'-[gamma-thio]triphosphate tetralithium salt